1-(trans-4-((4-(4-chloro-1H-pyrazol-3-yl)-5-cyano-pyrimidin-2-yl)amino)-cyclohexyl)-1-(5-(2-methoxy-pyrimidin-5-yl)pyrazin-2-yl)-3-propan-2-ylurea ClC=1C(=NNC1)C1=NC(=NC=C1C#N)N[C@@H]1CC[C@H](CC1)N(C(=O)NC(C)C)C1=NC=C(N=C1)C=1C=NC(=NC1)OC